The molecule is a monovalent inorganic anion that consists of vanadic acid where one of the three OH groups has been deprotonated. It has a role as a cofactor. It is a vanadium oxoanion and a monovalent inorganic anion. It is a conjugate base of a vanadic acid. It is a conjugate acid of a hydrogenvanadate. O[V](=O)(O)[O-]